7-(4-Ethoxy-3-(trifluoromethyl)phenyl)-2-azaspiro[3.5]nonan C(C)OC1=C(C=C(C=C1)C1CCC2(CNC2)CC1)C(F)(F)F